CN(C(=O)C=1C=C(C=CC1)CC(=O)O)C (3-(dimethylcarbamoyl)phenyl)acetic acid